racemic-trans-1-phenylpropylene oxide C1(=CC=CC=C1)C1C(C)O1